C(C1=CC=CC=C1)(=O)C1=CC=C(C=C1)N1C(=C(C=C1C)C(CCCCCC)=O)C 1-(1-(4-benzoylphenyl)-2,5-dimethyl-1H-pyrrol-3-yl)heptan-1-one